NC=1C=C(C=C(C1)C(F)(F)F)[C@@H](C)NC1=NC(=NC2=CC(=C(C=C12)OCCOC1CCC1)OC)C (R)-N-(1-(3-Amino-5-(trifluoromethyl)phenyl)ethyl)-6-(2-cyclobutoxyethoxy)-7-methoxy-2-methylquinazolin-4-amine